ClC=1C(=C(C(=NC1C)OCC(=O)N(C)C1=CC(=C(C=C1)Cl)Cl)C#N)C 2-(5-chloro-3-cyano-4,6-dimethylpyridin-2-yloxy)-N-(3,4-dichlorophenyl)-N-methylacetamide